S1C=CC2=C1C=CC=C2C2=CC=C1C(=C(C(=NC1=C2)OC[C@H]2N(CCC2)C)CC#N)N2C[C@@H](N(CC2)C(C(=C)F)=O)CC#N 7-(benzothien-4-yl)-4-((S)-3-(cyanomethyl)-4-(2-fluoroacryloyl)piperazin-1-yl)-2-(((S)-1-methylpyrrolidin-2-yl)methoxy)quinoline-3-acetonitrile